FC(OCC1=C(CN(CC1)CC1=CC=C(C=C1)C(F)(F)F)C1=CC=C(C(=O)N)C=C1)F 4-(4-((difluoromethoxy)methyl)-1-(4-(trifluoromethyl)benzyl)-1,2,5,6-tetrahydropyridin-3-yl)benzamide